FC(S(=O)(=N)C=1C=C(CC2CC3(CN(C3)C(=O)N3CC4(C3)NC(CC4)=O)C2)C=CC1)(F)F 2-[6-[3-(Trifluoromethylsulfonimidoyl)benzyl]-2-azaspiro[3.3]heptane-2-carbonyl]-2,5-diazaspiro[3.4]octan-6-one